(1R,2S,3S,4R)-1-(2-(2-amino-3-bromoquinolin-7-yl)ethyl)-4-(4-amino-7H-pyrrolo[2,3-d]pyrimidin-7-yl)-2-methylcyclopentane-1,2,3-triol NC1=NC2=CC(=CC=C2C=C1Br)CC[C@@]1([C@]([C@H]([C@@H](C1)N1C=CC2=C1N=CN=C2N)O)(O)C)O